5-chloro-2-((2-ethyl-4-fluorophenyl)amino)-4-fluoro-N-(3-methylpyridin-4-yl)benzamide ClC=1C(=CC(=C(C(=O)NC2=C(C=NC=C2)C)C1)NC1=C(C=C(C=C1)F)CC)F